tert-Butyl 5-((4-chloro-5-(ethoxycarbonyl)-2-oxopyridin-1(2H)-yl)methyl)-5-hydroxy-9-oxa-2-azaspiro[5.5]undecane-2-carboxylate ClC1=CC(N(C=C1C(=O)OCC)CC1(CCN(CC12CCOCC2)C(=O)OC(C)(C)C)O)=O